Isopropyl-methyl-amino-but-2-ynoic acid [4-(3-bromo-phenylamino)-quinazolin-6-yl]-amide BrC=1C=C(C=CC1)NC1=NC=NC2=CC=C(C=C12)NC(C#CC(N)(C)C(C)C)=O